N,N'-bis(2,6-dimethylphenyl)-5-(3-nitrophenyl)acenaphthylene-1,2-diimine CC1=C(C(=CC=C1)C)N=C1C(C2=CC=C(C3=CC=CC1=C23)C2=CC(=CC=C2)[N+](=O)[O-])=NC2=C(C=CC=C2C)C